ClC=1C(=NC(=NC1)NC=1C(=NN(C1)C1CC2CCC(C1)N2C)C)NCCCN2C(COCC2)=O 4-(3-((5-chloro-2-((3-methyl-1-(8-methyl-8-azabicyclo[3.2.1]octan-3-yl)-1H-pyrazol-4-yl)amino)pyrimidin-4-yl)amino)propyl)morpholin-3-one